C(C1=CC=CC=C1)OC1=CC=CC=2C3NC(N(C(OC21)(C3)C)C=3C=C(C(=O)NCC2=CC=CC=C2)C=CC3)=O 3-(10-(Benzyloxy)-2-methyl-4-oxo-5,6-dihydro-2H-2,6-methanobenzo[g][1,3,5]oxadiazocin-3(4H)-yl)-N-(benzyl)benzamid